ClC=1C=C(C[C@@H]2N(CCC2)C2=NC(=CC(N2)=O)N2CCOCC2)C=CC1Cl (R)-2-(2-(3,4-dichlorobenzyl)pyrrolidin-1-yl)-6-morpholinopyrimidin-4(3H)-one